Cl.O=C1NCC[C@H]1C[C@@H](C(=O)OC)NC(=O)C1NCC2(CCC2)C1 (2S)-methyl 3-((S)-2-oxopyrrolidin-3-yl)-2-(6-azaspiro[3.4]octane-7-carboxamido)propanoate hydrochloride